N-(biphenyl-4-yl)9,9-dimethyl-N-(4-(9-phenyl-9H-carbazole-3-yl)phenyl)-9H-fluorene-2-amine C1(=CC=C(C=C1)N(C1=CC=2C(C3=CC=CC=C3C2C=C1)(C)C)C1=CC=C(C=C1)C=1C=CC=2N(C3=CC=CC=C3C2C1)C1=CC=CC=C1)C1=CC=CC=C1